((2-methyl-5-(4-methyl-5-phenyl-4H-1,2,4-triazol-3-yl)phenyl)sulfonyl)morpholine CC1=C(C=C(C=C1)C1=NN=C(N1C)C1=CC=CC=C1)S(=O)(=O)N1CCOCC1